C[C@@H]1O[C@@H](CN(C1)C1=CC=CC(=N1)C1=NC2=CC(=NC=C2C=C1)CC(=O)NC1=CC(=CC=C1)OC(C(F)F)(F)F)C 2-(2-(6-((cis)-2,6-dimethylmorpholino)pyridin-2-yl)-1,6-naphthyridin-7-yl)-N-(3-(1,1,2,2-tetrafluoroethoxy)phenyl)acetamide